N,N'-di-tert-butoxycarbonyl-N'-trifluoroethylguanidine C(C)(C)(C)OC(=O)NC(=N)N(CC(F)(F)F)C(=O)OC(C)(C)C